bis(2-(dimethylamino)ethyl)terephthalamide CN(CCC=1C(=C(C(=O)N)C=CC1C(=O)N)CCN(C)C)C